(S)-N-((S)-3-oxo-1-((S)-2-oxopyrrolidin-3-yl)-4-(trifluoromethoxy)butan-2-yl)-5-(3,3,4,4-tetrafluoropentanoyl)-5-azaspiro[2.4]heptane-6-carboxamide O=C([C@H](C[C@H]1C(NCC1)=O)NC(=O)[C@H]1N(CC2(CC2)C1)C(CC(C(C)(F)F)(F)F)=O)COC(F)(F)F